tris[(diethylamino)phenyl]amine C(C)N(CC)C1=C(C=CC=C1)N(C1=C(C=CC=C1)N(CC)CC)C1=C(C=CC=C1)N(CC)CC